C1(CC1)[C@@H](CC#N)N1N=CC(=C1)C=1C2=C(N=CN1)N(C=C2)COCC[Si](C)(C)C (3R)-3-cyclopropyl-3-(4-(7-((2-(trimethylsilyl)ethoxy)methyl)-7H-pyrrolo[2,3-d]pyrimidin-4-yl)-1H-pyrazol-1-yl)propionitrile